2-((5-cinnamyl-6-hydroxy-4-oxo-1,4-dihydropyrimidin-2-yl)thio)-N-(4-hydroxy-3-methoxyphenylethyl)acetamide C(C=CC1=CC=CC=C1)C=1C(N=C(NC1O)SCC(=O)NCCC1=CC(=C(C=C1)O)OC)=O